methyl-trioctyl-ammonium chloride [Cl-].C[N+](CCCCCCCC)(CCCCCCCC)CCCCCCCC